ClCCCC(CCCCC)Cl 1,4-dichlorononane